(6-chloro-7-ethynyl-1-methyl-1,3,4,5-tetrahydro-2H-pyrido[4,3-b]indol-2-yl)(5-methoxypyrimidin-2-yl)methanone ClC1=C(C=CC=2C3=C(NC12)CCN(C3C)C(=O)C3=NC=C(C=N3)OC)C#C